N1CC(C1)C(=O)NC=1C=C(C=CC1F)CS(=O)(=O)N1C(C[C@H](CC1)NC=1C(=C(C=CC1)C1=C(C(=C(S1)C(=O)O)OCC(=O)O)Cl)F)(C)C 5-[3-[[(4S)-1-[[3-(azetidine-3-carbonylamino)-4-fluoro-phenyl]methylsulfonyl]-2,2-dimethyl-4-piperidyl]amino]-2-fluoro-phenyl]-3-(carboxymethoxy)-4-chloro-thiophene-2-carboxylic acid